NC(CCNCCCCCCCCCCCC)N diaminopropyl-dodecylamine